isopropyl 3-((R)-2-(6-((5-acrylamido-2-methoxy-4-(4-((S)-2-methylmorpholino)piperidin-1-yl)phenyl)-amino)pyrimidin-4-yl)isoxazolidin-3-yl)benzoate C(C=C)(=O)NC=1C(=CC(=C(C1)NC1=CC(=NC=N1)N1OCC[C@@H]1C=1C=C(C(=O)OC(C)C)C=CC1)OC)N1CCC(CC1)N1C[C@@H](OCC1)C